4-(2,2,2-Trifluoroethyl)isoxazole-3-carboxylic acid Ethyl-4-(2,2,2-trifluoroethyl)isoxazole-3-carboxylate C(C)OC(=O)C1=NOC=C1CC(F)(F)F.FC(CC=1C(=NOC1)C(=O)O)(F)F